N-(5-ethylthiazol-2-yl)-2-(isopropyl(methyl)amino)-5-(morpholinosulfonyl)benzamide C(C)C1=CN=C(S1)NC(C1=C(C=CC(=C1)S(=O)(=O)N1CCOCC1)N(C)C(C)C)=O